(E)-4-(4,5-difluoro-2-hydroxyphenyl)-4-oxobut-2-enoic acid FC1=CC(=C(C=C1F)C(/C=C/C(=O)O)=O)O